(R)-2-(3-chloro-5-(3-methylmorpholino)isothiazolo[4,5-b]pyridin-7-yl)acetonitrile ClC1=NSC=2C1=NC(=CC2CC#N)N2[C@@H](COCC2)C